N1-(cyclopropyl)-N1-(1-(2,5-dichlorophenyl)ethyl)ethane-1,2-diamine hydrochloride Cl.C1(CC1)N(CCN)C(C)C1=C(C=CC(=C1)Cl)Cl